N1N=NC(=C1)P([O-])([O-])=O 1,2,3-triazolylphosphonate